6-bromo-3-(4-chloro-phenyl)-2-(5-chloro-pyridin-2-ylmethyl)-3-(2-hydroxy-ethoxy)-2,3-dihydro-isoindol-1-one BrC1=CC=C2C(N(C(C2=C1)=O)CC1=NC=C(C=C1)Cl)(OCCO)C1=CC=C(C=C1)Cl